C(CCCCCCCCCCCCCCCCC)N(C(C)=O)CCCCCCCCCCCCCCCCCC N,N-dioctadecylacetamide